N-(7-fluoro-1,3-benzothiazol-6-yl)-7-(1-methyl-1H-pyrazol-4-yl)-5-(piperidin-4-yloxy)quinazolin-4-amine FC1=C(C=CC=2N=CSC21)NC2=NC=NC1=CC(=CC(=C21)OC2CCNCC2)C=2C=NN(C2)C